1-(Tert-butyl)-3,5-dimethylbenzene C(C)(C)(C)C1=CC(=CC(=C1)C)C